C1(=CC=CC=C1)C(CC(=O)N)C1=CC=CC=C1 3,3-diphenyl-propanamide